3-{[2-(tert-butoxycarbonyl)-3,4-dihydro-1H-isoquinolin-6-yl]Amino}propionic acid C(C)(C)(C)OC(=O)N1CC2=CC=C(C=C2CC1)NCCC(=O)O